3-[3-(3-Oxo-3-phenylprop-1-enyl)phenoxy]propanoic acid O=C(C=CC=1C=C(OCCC(=O)O)C=CC1)C1=CC=CC=C1